9-(6-bromohexyl)-carbazole BrCCCCCCN1C2=CC=CC=C2C=2C=CC=CC12